5-(4-amino-5-{[4-(trifluoromethyl)piperidin-1-yl]methyl}pyrrolo[2,1-f][1,2,4]triazin-7-yl)-2-chloro-N-[(3R,4S)-1-(4,4-difluorocyclohexanecarbonyl)-4-fluoropyrrolidin-3-yl]benzamide NC1=NC=NN2C1=C(C=C2C=2C=CC(=C(C(=O)N[C@@H]1CN(C[C@@H]1F)C(=O)C1CCC(CC1)(F)F)C2)Cl)CN2CCC(CC2)C(F)(F)F